C1(CC1)CNC(C=1C=CC(=C(C1)NC(=O)C1=CC(=NN1)C(F)(F)F)F)C1=CC=CC=C1 N-(5-((cyclopropylmethylamino)-(phenyl)methyl)-2-fluorophenyl)-3-(trifluoromethyl)-1H-pyrazole-5-carboxamide